N-(6-phenylhexyl)-5-chloro-1-naphthalenesulfonamide C1(=CC=CC=C1)CCCCCCNS(=O)(=O)C1=CC=CC2=C(C=CC=C12)Cl